FC1=CC=C(C=C1)[C@@H](O)C1=NC2=CC=CC=C2C(=N1)NC1=NNC(=C1)C (R)-(4-fluorophenyl)(4-((5-methyl-1H-pyrazol-3-yl)amino)quinazolin-2-yl)methanol